1-(2-bromo-3-fluorophenyl)cyclopropane-1-carbonitrile BrC1=C(C=CC=C1F)C1(CC1)C#N